COC(C1=C(C(=C(C(=C1)\C=C\F)Br)F)N)=O (E)-2-amino-4-bromo-3-fluoro-5-(2-fluorovinyl)benzoic acid methyl ester